5,6-bis((1-(trifluoromethyl)cyclopropyl)methoxy)pyridin FC(C1(CC1)COC=1C=CC=NC1OCC1(CC1)C(F)(F)F)(F)F